COC=1C(=CC=C2C(CCOC12)N)OC=1C=NC(=CC1)C(F)(F)F 8-methoxy-7-[{6-(trifluoromethyl)pyridin-3-yl}oxy]chroman-4-amine